1-(3,5-diiodophenoxy)propan-2-amine IC=1C=C(OCC(C)N)C=C(C1)I